4'-methyl-2'-((6-((1-methyl-1H-1,2,4-triazol-3-yl)amino)pyrimidin-4-yl)amino)-5'-oxo-5',6'-dihydrospiro[cyclohexane-1,7'-pyrrolo[3,4-b]pyridine] 1'-oxide CC1=C2C(=[N+](C(=C1)NC1=NC=NC(=C1)NC1=NN(C=N1)C)[O-])C1(NC2=O)CCCCC1